(S)-3-(((1-(7,8-dichloro-4-(1H-imidazol-1-yl)quinolin-2-yl)pyrrolidin-2-yl)methyl)(methyl)amino)propanoic acid ClC1=CC=C2C(=CC(=NC2=C1Cl)N1[C@@H](CCC1)CN(CCC(=O)O)C)N1C=NC=C1